N[C@H](CC(=O)O)CC1=CC(=CC=C1)C(F)(F)F (S)-3-amino-4-(3-trifluoromethylphenyl)-butyric acid